((S)-4-(7-(3H-Benzo[e]indazol-9-yl)-2-(((S)-1-methylpyrrolidin-2-yl)methoxy)-6,7-dihydro-5H-pyrano[2,3-d]pyrimidin-4-yl)-1-acryloylpiperazin-2-yl)acetonitrile C1=NNC=2C=CC3=C(C12)C(=CC=C3)C3CCC1=C(N=C(N=C1N1C[C@@H](N(CC1)C(C=C)=O)CC#N)OC[C@H]1N(CCC1)C)O3